CN(C)C=C1C(CC(CC1=O)C=1C=NC=CC1)=O 2-((dimethylamino)methylene)-5-(pyridin-3-yl)cyclohexane-1,3-dione